8-Bromo-6-chloro-3-(trifluoromethyl)imidazo[1,5-a]pyridine BrC=1C=2N(C=C(C1)Cl)C(=NC2)C(F)(F)F